(4-(3-((6-(trifluoromethyl)pyridin-3-yl)amino)pyrazin-2-yl)piperidin-1-yl)prop-2-en-1-one FC(C1=CC=C(C=N1)NC=1C(=NC=CN1)C1CCN(CC1)C(C=C)=O)(F)F